FC1=C(C(=C(C2=C(C(=C(C(=C12)F)F)F)F)F)F)B(O)O (perfluoronaphthalen-2-yl)boronic acid